1-((5,7-dioxaspiro[2.5]oct-6-yl)methyl)-N-(5-(cyclopropylethynyl)-2-methylbenzyl)-N-methyl-1H-1,2,3-triazol-4-amine C1CC12COC(OC2)CN2N=NC(=C2)N(C)CC2=C(C=CC(=C2)C#CC2CC2)C